4-((1-(4-(2-(2-aminopyridin-3-yl)-5-phenyl-3H-imidazo[4,5-b]pyridin-3-yl)benzyl)azetidin-3-yl)amino)-1,3,5-triazine-2-carbonitrile NC1=NC=CC=C1C1=NC=2C(=NC(=CC2)C2=CC=CC=C2)N1C1=CC=C(CN2CC(C2)NC2=NC(=NC=N2)C#N)C=C1